NCCCOCC(COCCCN)(C)C 1,3-bis(3-aminopropoxy)-2,2-dimethylpropane